ClC1=CC=2C3=C(C(=NC2C(=C1C=1C=C(C=CC1)C)F)N1CC(C1)(C)N(C)C)N=NN3C3C[C@H](N(CC3)C(=O)OC(C)(C)C)CC#N tert-butyl (2S)-4-(8-chloro-4-(3-(dimethylamino)-3-methylazetidin-1-yl)-6-fluoro-7-(m-tolyl)-1H-[1,2,3]triazolo[4,5-c]quinolin-1-yl)-2-(cyanomethyl)piperidine-1-carboxylate